CC1(OB(OC1(C)C)C=1C=CC=2N(C3=CC=C(C=C3C2C1)B1OC(C(O1)(C)C)(C)C)C1=CC=C(C#N)C=C1)C 4-{3,6-bis(4,4,5,5-tetramethyl-1,3,2-dioxaborolan-2-yl)-9H-carbazol-9-yl}benzonitrile